8-(4-dimethylaminophenyl)-2-(4-hydroxyphenyl)-5,7-dimethoxy-4H-chromen-4-one CN(C1=CC=C(C=C1)C=1C(=CC(=C2C(C=C(OC12)C1=CC=C(C=C1)O)=O)OC)OC)C